ClC1=CC=NC2=CC(=CC=C12)OCCNCCN(C(OC(C)(C)C)=O)C tert-butyl N-[2-({2-[(4-chloroquinolin-7-yl)oxy]ethyl}amino)ethyl]-N-methylcarbamate